7-isopropoxy-N-(6-methoxypyridin-2-yl)-2-(tetrahydro-2H-pyran-4-yl)imidazo[1,2-a]Pyridine-6-carboxamide C(C)(C)OC1=CC=2N(C=C1C(=O)NC1=NC(=CC=C1)OC)C=C(N2)C2CCOCC2